C(C1=CC=CC=C1)OCC(CC1CCNCC1)=O 1-benzyloxy-3-(4-piperidinyl)propan-2-one